C1CN(CCC12CCNCC2)C(=O)OC(C)(C)C tert-butyl 3,9-diazaspiro[5.5]undecan-3-formate